FC1(OC2=C(O1)C=CC=C2COC2=CC=CC(=N2)C2CCN(CC2)CC2=NC1=C(N2CCOC)C=C(C=C1)C(=O)O)F 2-((4-(6-((2,2-difluorobenzo[d][1,3]dioxol-4-yl)methoxy)pyridin-2-yl)piperidin-1-yl)methyl)-1-(2-methoxyethyl)-1H-benzo[d]imidazole-6-carboxylic acid